calcium copper silicon chromium [Cr].[Si].[Cu].[Ca]